4-chloro-1-isopropyl-1H-pyrazolo[4,3-c]Pyridine-3-carbaldehyde oxime ClC1=NC=CC2=C1C(=NN2C(C)C)C=NO